2-imidazo[1,2-c]pyrimidin-7-ylpropan-2-ol N=1C=CN2C=NC(=CC21)C(C)(C)O